FC1([C@@H]2C[C@H](C[C@H](C1)N2)N(C=2N=CC(=NC2)C2=C(C=C(C=C2)C=2C=NNC2)O)C)F 2-(5-(((1R,3S,5S)-6,6-difluoro-8-azabicyclo[3.2.1]octan-3-yl)(methyl)amino)pyrazin-2-yl)-5-(1H-pyrazol-4-yl)phenol